OC[C@H](C1=CC=CC=C1)NC1=NC(=NC=C1C1=NC(=NO1)C=1C=NC=CC1)NC1=CC=C2C(=N1)C(NC2=O)C 2-((4-(((S)-2-hydroxy-1-phenylethyl)amino)-5-(3-(pyridin-3-yl)-1,2,4-oxadiazol-5-yl)pyrimidin-2-yl)amino)-7-methyl-6,7-dihydro-5H-pyrrolo[3,4-b]pyridin-5-one